Ruthenium(IV) oxide hydrate O.[Ru](=O)=O